4-({2-[3-(dimethylamino)phenyl]-1-(2,2,2-trifluoroethyl)-1H-indol-4-yl}amino)-1λ6-thiane-1,1-dione CN(C=1C=C(C=CC1)C=1N(C2=CC=CC(=C2C1)NC1CCS(CC1)(=O)=O)CC(F)(F)F)C